O=S1(C[C@@H](C=C1)NC(=O)C=1C(NC(=CC1)I)=O)=O (R)-N-(1,1-dioxido-2,3-dihydrothiophen-3-yl)-6-iodo-2-oxo-1,2-dihydropyridine-3-carboxamide